5-bromo-3-isopropyl-1-tosyl-1H-pyrrole BrC1=CC(=CN1S(=O)(=O)C1=CC=C(C)C=C1)C(C)C